C1(=CC=CC=C1)[C@@H]1OCCN2C1=CC(=N2)C(=O)N[C@@H]2C(N(C1=C(OC2)C=CC=N1)C)=O (4S)-4-phenyl-N-[(3S)-5-methyl-4-oxo-2,3-dihydropyrido[3,2-b][1,4]oxazepin-3-yl]-6,7-dihydro-4H-pyrazolo[5,1-c][1,4]oxazine-2-carboxamide